2-(2,4-dioxotetrahydropyrimidin-1(2H)-yl)-5-((4-(4-((1R,2S)-6-hydroxy-2-phenyl-1,2,3,4-tetrahydronaphthalen-1-yl)phenyl)piperazin-1-yl)methyl)isoindoline-1,3-dione O=C1N(CCC(N1)=O)N1C(C2=CC=C(C=C2C1=O)CN1CCN(CC1)C1=CC=C(C=C1)[C@H]1[C@H](CCC2=CC(=CC=C12)O)C1=CC=CC=C1)=O